ClC1=NC(=CC(=C1NC(C1=C(C=C(C(=C1)F)N1N=C2COCCN2C1=O)O[C@H](C(F)(F)F)C)=O)C)C N-(2-chloro-4,6-dimethylpyridin-3-yl)-5-fluoro-4-(3-oxo-5,6-dihydro-3H-[1,2,4]triazolo[3,4-c][1,4]oxazin-2(8H)-yl)-2-{[(2S)-1,1,1-trifluoropropan-2-yl]oxy}benzamide